N-(2-(((cis-4-isopropylcyclohexyl)oxy)methyl)-1-(oxetan-3-ylcarbonyl)piperidin-3-yl)methanesulfonamide C(C)(C)[C@H]1CC[C@H](CC1)OCC1N(CCCC1NS(=O)(=O)C)C(=O)C1COC1